C(C)OC=1[C@H](N=C([C@@H](N1)C1COCC1)OCC)C(C)C (2R,5S)-3,6-diethoxy-2-isopropyl-5-(tetrahydrofuran-3-yl)-2,5-dihydropyrazine